6-bromo-N-(2,6-dimethyloxan-4-yl)cinnolin-4-amine BrC=1C=C2C(=CN=NC2=CC1)NC1CC(OC(C1)C)C